N1CC(C1)C=1C(=C(C(=O)N)C(=CN1)NC1=C(C=C(C=C1)C#C[Si](C)(C)C)F)F (azetidin-3-yl)-3-fluoro-5-((2-fluoro-4-((trimethylsilyl)ethynyl)phenyl)amino)isonicotinamide